COC(C1=C(N=CC(=C1)Br)C(F)(F)F)=O 5-bromo-2-(trifluoromethyl)nicotinic acid methyl ester